(5-(furan-3-yl)pyridin-3-yl)methanol tert-butyl-7-[(3-methyl-4-nitrophenyl)amino]-1,2,3,4-tetrahydro-2,6-naphthyridine-2-carboxylate C(C)(C)(C)C1N(CCC2=CN=C(C=C12)NC1=CC(=C(C=C1)[N+](=O)[O-])C)C(=O)OCC=1C=NC=C(C1)C1=COC=C1